BrC=1C(N(C(=CC1OC1=C(C=C(C=C1)F)F)C)CC1=CC=C(C=C1)C(=O)N(C)C)=O 3-bromo-4-(2,4-difluorophenoxy)-6-methyl-1-[4-(dimethylaminocarbonyl)benzyl]pyridin-2(1H)-one